C(C)(C)(C)OC(=O)N1CC2COCC(C1)N2C2=NC(=NC1=C(C(=C(C=C21)C(F)(F)F)Br)F)F 9-(7-bromo-2,8-difluoro-6-(trifluoromethyl)quinazolin-4-yl)-3-oxa-7,9-diazabicyclo[3.3.1]nonane-7-carboxylic acid tert-butyl ester